(4R)-4-(tert-Butoxycarbonylamino)-5-hydroxy-pentanoic acid methyl ester COC(CC[C@H](CO)NC(=O)OC(C)(C)C)=O